C1=CC=CC=2C3=CC=CC=C3C(=CC12)C=1C=C2C=CC(=C(C2=CC1)C1=C(C=CC2=CC(=CC=C12)C=1C2=CC=CC=C2C=2C=CC=CC2C1)OCCOC1=C(C2=CC=CC=C2C=C1)C1=C(C=CC2=CC=CC=C12)OCCO)OCCOC1=C(C2=CC=CC=C2C=C1)C1=C(C=CC2=CC=CC=C12)OCCO 2,2'-{[6,6'-di(phenanthren-9-yl)[1,1'-binaphthalene]-2,2'-diyl]bis(oxyethane-2,1-diyloxy[1,1'-binaphthalene]-2',2-diyloxy)}di(ethan-1-ol)